1-(4-methoxybenzyl)-3-(6-(6-(trifluoromethoxy)-1,2,3,4-tetrahydroquinoline-1-carbonyl)spiro[3.3]heptan-2-yl)urea COC1=CC=C(CNC(=O)NC2CC3(C2)CC(C3)C(=O)N3CCCC2=CC(=CC=C32)OC(F)(F)F)C=C1